ClC=1N=C2C(=C(C=NC2=CC1)NC(=O)NC=1C=NC(=C(C1)C#N)N1N=CC=N1)C(C)OC N-(6-chloro-4-(1-methoxyethyl)-1,5-naphthyridin-3-yl)-N'-(5-cyano-6-(2H-1,2,3-triazol-2-yl)pyridin-3-yl)urea